C(#C)C=1C=CC(NN1)=O 6-ethynylpyridazin-3(2H)-one